9H-Fluoren-9-ylmethyl N-[(3S,5S)-1-[(2S)-2-amino-2-cyclohexyl-acetyl]-5-[[(1R)-tetralin-1-yl]carbamoyl]pyrrolidin-3-yl]carbamate hydrochloride Cl.N[C@H](C(=O)N1C[C@H](C[C@H]1C(N[C@@H]1CCCC2=CC=CC=C12)=O)NC(OCC1C2=CC=CC=C2C=2C=CC=CC12)=O)C1CCCCC1